(3-(2-(dimethylamino)ethoxy)phenyl)acetic acid CN(CCOC=1C=C(C=CC1)CC(=O)O)C